1-[({5-[5-(trifluoromethyl)-1,2,4-oxadiazol-3-yl]pyridin-2-yl}methyl)amino]-1,3,4,5-tetrahydro-2H-3-benzazepin-2-one FC(C1=NC(=NO1)C=1C=CC(=NC1)CNC1C(NCCC2=C1C=CC=C2)=O)(F)F